C(CNC(CCCCCCCCCCCCCCCCC)=O)NC(CCCCCCCCCCCCCCCCC)=O N,N'-Ethylene-bis-stearic acid amide